CN([C@H]1CN(CC1)C1=NC(=NC=C1C#N)N[C@H]1CN(CCC1)C1=NC2=C(N1C)C=CC(=C2)[N+](=O)[O-])C 4-((R)-3-(dimethylamino)pyrrolidin-1-yl)-2-(((R)-1-(1-methyl-5-nitro-1H-benzo[d]imidazol-2-yl)piperidin-3-yl)amino)pyrimidine-5-carbonitrile